1-(8-fluoro-7-(8-fluoronaphthalen-1-yl)-2-((hexahydro-1H-pyrrolizin-7a-yl)methoxy)pyrido[4,3-d]pyrimidin-4-yl)piperidin-3-yl sulfamate S(N)(OC1CN(CCC1)C=1C2=C(N=C(N1)OCC13CCCN3CCC1)C(=C(N=C2)C2=CC=CC1=CC=CC(=C21)F)F)(=O)=O